CC(CC)CCCCCCCCCC(CCCCCC(CCCCCCCCCCCCCCCCCC)C)C 3,13,19-trimethylheptatriacontane